azobisisovaleric acid N(=NC(C(=O)O)C(C)C)C(C(=O)O)C(C)C